ClC1=C2C[C@H]([C@@H](C2=CC=C1)NC(OC(C)(C)C)=O)CNCC[C@@H]1CN(C(O1)=O)C1=NC2=C(OCC(N2)=O)N=C1 tert-Butyl N-[(1S,2S)-4-chloro-2-[[2-[(5R)-2-oxo-3-(3-oxo-4H-pyrazino[2,3-b][1,4]oxazin-6-yl)-1,3-oxazolidin-5-yl]ethylamino]methyl]-2,3-dihydro-1H-inden-1-yl]carbamate